tert-butyl 4-(3-(3,3-difluorocyclobutyl)-1,2,4-oxadiazol-5-yl)-4-isopropylpiperidine-1-carboxylate FC1(CC(C1)C1=NOC(=N1)C1(CCN(CC1)C(=O)OC(C)(C)C)C(C)C)F